N-(3-((2-aminopyrimidin-5-yl)ethynyl)-2,4-difluorophenyl)-5-chloro-3-(hydroxymethyl)-2-methoxybenzenesulfonamide NC1=NC=C(C=N1)C#CC=1C(=C(C=CC1F)NS(=O)(=O)C1=C(C(=CC(=C1)Cl)CO)OC)F